methyl-2-(trifluoromethyl)benzyl alcohol CC(C1=C(C=CC=C1)C(F)(F)F)O